C(C)(C)(C)OC(NC1CCC(CC1)N)=O tert-butyl((1r,4r)-4-aminocyclohexyl)-carbamate